C(=O)O.C(C=C)=O prop-2-en-1-one formate salt